CN1C(=NC=C1C)N1C[C@@H]([C@H](C1)F)N (3S,4S)-1-(1,5-dimethyl-1H-imidazol-2-yl)-4-fluoropyrrolidin-3-amine